6-isopropoxy-N,N-bis(4-methoxybenzyl)pyridine-3-sulfonamide C(C)(C)OC1=CC=C(C=N1)S(=O)(=O)N(CC1=CC=C(C=C1)OC)CC1=CC=C(C=C1)OC